(E)-3-amino-4-((4-((2-amino-4-carbamoyl-6-methoxyphenyl)amino)but-2-en-1-yl)amino)-5-(3-((tertbutyldimethylsilyl)oxy)propoxy)benzamide NC=1C=C(C(=O)N)C=C(C1NC\C=C\CNC1=C(C=C(C=C1OC)C(N)=O)N)OCCCO[Si](C)(C)C(C)(C)C